C(C)OC1=CC(=CC(=N1)N1C(C2=CC=CC(=C2C1)C(F)(F)F)=O)[C@@H](CC1=NN=CN1C)C (R)-2-(6-ethoxy-4-(1-(4-methyl-4H-1,2,4-triazol-3-yl)propan-2-yl)pyridin-2-yl)-4-(trifluoromethyl)isoindolin-1-one